(R)-N-(3-chlorophenyl)-1-methyl-9-(1-methyl-1H-pyrazol-4-yl)-6,7-dihydro-5H-benzo[c][1,2,3]triazolo[1,5-a]azepin-7-amine ClC=1C=C(C=CC1)N[C@H]1C2=C(C=3N(CC1)N=NC3C)C=CC(=C2)C=2C=NN(C2)C